((1R,2R)-2-((R)-((1S,3R)-3-hydroxycyclohexyl)(methoxy)methyl)cyclobutyl)methyl-3',4,4',5-tetrahydro-2H,2'H-spiro[benzo[b][1,4]oxazepine-3,1'-naphthalene]-7-carboxylate O[C@H]1C[C@H](CCC1)[C@H]([C@H]1[C@@H](CC1)COC(=O)C1=CC2=C(OCC3(CCCC4=CC=CC=C34)CN2)C=C1)OC